ClC1=CC=C(C=N1)C(C)(C)N 2-(6-chloropyridin-3-yl)propan-2-amine